ClC1=CC(=C(C=C1Cl)NC=1C2=C(N=CN1)C=CC(=N2)N2CC(C2)NC(OC(C)(C)C)=O)F tert-Butyl (1-(4-((4,5-dichloro-2-fluorophenyl)amino)pyrido[3,2-d]pyrimidin-6-yl)azetidin-3-yl)carbamate